C(C)(C)(C)[O-].[K+] Kalium tert.Butanolat